OC1=C(C=CC=C1)C(C1=CC=C(C=C1)C(=O)N1CCCCC1)N1CCN(CC1)C1=CC=C(C=C1)OC (4-((2-hydroxyphenyl)(4-(4-methoxyphenyl)piperazinyl)methyl)phenyl)(piperidin-1-yl)methanone